3-oxo-3,4-dihydro-2H-benzo[b][1,4]oxazine-6-carboxylic acid methyl ester COC(=O)C1=CC2=C(OCC(N2)=O)C=C1